ClC1=C(C#N)C=CC(=C1)N1CC2(C[C@H]1C)CCN(CC2)C2=CC=C(C=C2)C(=O)N2CCC(CC2)CN2CCN(CC2)C2=NC=CC(=C2)N[C@@H]2C(NC(CC2)=O)=O 2-Chloro-4-((R)-8-(4-(4-((4-(4-(((S)-2,6-dioxopiperidin-3-yl)amino)pyridin-2-yl)piperazin-1-yl)methyl)piperidine-1-carbonyl)phenyl)-3-methyl-2,8-diazaspiro[4.5]decan-2-yl)benzonitrile